tertbutyl N-[2-[6-amino-1-(methylamino)-2,7-naphthyridin-4-yl]-1,3-benzoxazol-5-yl]-N-methyl-carbamate NC=1C=C2C(=CN=C(C2=CN1)NC)C=1OC2=C(N1)C=C(C=C2)N(C(OC(C)(C)C)=O)C